Cl.O water hydrogen chloride